2-[[2-(2-chloro-5-fluoro-3-pyridyl)-2-methyl-propanoyl]amino]-4-[[3-fluoro-2-methoxy-propyl]-[4-(5,6,7,8-tetrahydro-1,8-naphthyridin-2-yl)butyl]amino]butanoic acid ClC1=NC=C(C=C1C(C(=O)NC(C(=O)O)CCN(CCCCC1=NC=2NCCCC2C=C1)CC(CF)OC)(C)C)F